1-(4-(1-methyl-4-(trifluoromethyl)-1H-imidazol-2-yl)benzyl)-1H-pyrazolo[3,4-d]pyrimidine CN1C(=NC(=C1)C(F)(F)F)C1=CC=C(CN2N=CC=3C2=NC=NC3)C=C1